methyl(prop-2-yn-1-yl)((4-((5-(trifluoromethyl)-1,2,4-oxadiazol-3-yl)methyl)phenyl)imino)-λ6-sulfanone CS(=O)(=NC1=CC=C(C=C1)CC1=NOC(=N1)C(F)(F)F)CC#C